C(C)(C)(C)OC(=O)N1C(CNCC1)CC(F)F 2-(2,2-difluoroethyl)piperazine-1-carboxylic acid tert-butyl ester